[11CH3][C@](N)(CC1=CNC2=CC=CC=C12)C(=O)O alpha-[11C]methyl-L-tryptophan